CC1=NN=C(S1)N1CCN(CC1)C(=O)OC(C)(C)C tert-butyl 4-(5-methyl-1,3,4-thiadiazol-2-yl)piperazine-1-carboxylate